ClC1=NC2=C(C(=C(C=C2C(=N1)N1C[C@@]2(CC[C@H](C1)N2C(=O)OC(C)(C)C)C)F)C2=CC(=CC1=CC=CC(=C21)Cl)OCOC)F |r| racemic-tert-butyl (1S,5R)-3-(2-chloro-7-(8-chloro-3-(methoxymethoxy)naphthalen-1-yl)-6,8-difluoroquinazolin-4-yl)-1-methyl-3,8-diazabicyclo[3.2.1]octane-8-carboxylate